(9,9-dimethyl-9H-fluoren-4-yl)-(9,9-dimethyl-9H-fluoren-2-yl)-{7-[9-(4,6-diphenyl-[1,3,5]triazin-2-yl)dibenzofuran-2-yl]-9,9-dimethyl-9H-fluoren-2-yl}-amine CC1(C2=CC=CC=C2C=2C(=CC=CC12)N(C1=CC=2C(C3=CC(=CC=C3C2C=C1)C1=CC2=C(OC3=C2C(=CC=C3)C3=NC(=NC(=N3)C3=CC=CC=C3)C3=CC=CC=C3)C=C1)(C)C)C1=CC=3C(C2=CC=CC=C2C3C=C1)(C)C)C